3-(8-azaspiro[4.5]decan-3-yl)-5-chloro-6-[2-cyano-3-[[ethyl(methyl)sulfamoyl]amino]-6-fluoro-phenoxy]-4-oxo-quinazoline C1CC(CC12CCNCC2)N2C=NC1=CC=C(C(=C1C2=O)Cl)OC2=C(C(=CC=C2F)NS(N(C)CC)(=O)=O)C#N